C(C=CC=CCCCCCCC=CCCCCC)(=O)O.N1CCCCC1 piperidine 2,4,12-octadecatrienoate